SC1=C(C=CC=C1)OC1=C(C=CC=C1)S mercaptophenyl ether